1-{2-[(4-bromopyridin-2-yl)carbamoyl]Ethyl}-4-methylpiperazine-2-carboxylic acid methyl ester COC(=O)C1N(CCN(C1)C)CCC(NC1=NC=CC(=C1)Br)=O